(S)-N-(5-(tert-butyl)-1-(1-(2-fluoroethyl)pyrrolidin-3-yl)-1H-pyrazol-3-yl)-7-chloro-1-methyl-6-(pyrazolo[1,5-a]pyrazin-3-yloxy)-1H-imidazo[4,5-b]pyridin-2-amine C(C)(C)(C)C1=CC(=NN1[C@@H]1CN(CC1)CCF)NC=1N(C=2C(=NC=C(C2Cl)OC=2C=NN3C2C=NC=C3)N1)C